NC1=C2C(=NC=N1)N(N=C2C2=CC=C(C=C2)OC2=CC=CC=C2)[C@H]2CN(CCC2)CCCCCSC2=C1C(N(C(C1=CC=C2)=O)C2C(NC(CC2)=O)=O)=O 4-((5-((R)-3-(4-amino-3-(4-phenoxyphenyl)-1H-pyrazolo[3,4-d]pyrimidin-1-yl)piperidine-1-yl)pentyl)thio)-2-(2,6-dioxopiperidin-3-yl)isoindoline-1,3-dione